FC1=C(C(=C(C=C1OC)OC)F)N1C(=NC2=C(C1)C=NC1=C2C=C(N1)CN1CCOCC1)OCC 4-((3-(2,6-difluoro-3,5-dimethoxyphenyl)-2-ethoxy-4,7-dihydro-3H-pyrrolo[3',2':5,6]pyrido[4,3-d]pyrimidin-8-yl)methyl)morpholine